Sodio bicarbonate C(O[Na])(O)=O